C(C)(C)(C)OC(=O)N(C1CN(C1)S(=O)(=O)C=1C=C(C(=O)O)C=CC1F)C 3-((3-((tert-butoxycarbonyl)(methyl)amino)azetidin-1-yl)sulfonyl)-4-fluorobenzoic acid